4-{bicyclo[2.2.1]heptan-2-ylmethyl}-3-[(2-chloro-6-fluorophenyl)methyl]-4,5-dihydro-1,2,4-oxadiazol-5-one C12C(CC(CC1)C2)CN2C(=NOC2=O)CC2=C(C=CC=C2F)Cl